Cl.N(=NC(C)(C)N)C(C)(C)N 2,2'-Azobis(2-aminopropane) hydrochloride